C[C@H]1N(CCN(C1)C1=NC=C(C=N1)C(F)(F)F)C(=O)NCCC1CCN(CC1)CC1=CC=NC=C1 (2R)-2-methyl-N-{2-[1-(pyridin-4-ylmethyl)piperidin-4-yl]ethyl}-4-[5-(trifluoromethyl)pyrimidin-2-yl]piperazine-1-carboxamide